N-(3-(7-((difluoromethyl)thio)-2-methyl-2,3-dihydro-[1,4]dioxino[2,3-c]pyridin-5-yl)-1H-pyrrolo[2,3-c]pyridin-5-yl)acetamide FC(SC1=CC2=C(C(=N1)C1=CNC3=CN=C(C=C31)NC(C)=O)OCC(O2)C)F